CC1OC=CC1=O methyl-3(2H)furanone